2-((6-hydroxy-6'-oxo-3',6'-dihydro-[2,4'-bipyridyl]-1'(2'H)-yl)methyl)-3-(oxetan-2-ylmethyl)-3H-imidazo[4,5-b]pyridine-5-carboxylic acid OC1=CC=CC(=N1)C=1CCN(C(C1)=O)CC1=NC=2C(=NC(=CC2)C(=O)O)N1CC1OCC1